tetracyclopentyl orthosilicate [Si](OC1CCCC1)(OC1CCCC1)(OC1CCCC1)OC1CCCC1